2-Hydrazono-1-pentyl-2,3-dihydro-1H-pyrrolo[3,2-d]pyrimidin-4(5H)-one N(N)=C1NC(C2=C(N1CCCCC)C=CN2)=O